FC1=C(CNC(=O)C=2N=NN(C2)CCCCC=2N=NC(=CC2)NC(CC2=NC=CC=C2)=O)C=C(C=C1)OC(F)(F)F N-(2-fluoro-5-(trifluoromethoxy)benzyl)-1-(4-(6-(2-(pyridin-2-yl)acetamido)pyridazin-3-yl)butyl)-1H-1,2,3-triazole-4-carboxamide